FC(OC1=CC=CC(=N1)C1(OCC1)CNC(CC1(CC1)C(F)(F)F)=O)F N-[[2-[6-(difluoromethoxy)-2-pyridyl]oxetan-2-yl]methyl]-2-[1-(trifluoromethyl)cyclopropyl]acetamide